CCCC(=O)NCCC[Si](OC)(OC)OC gamma-(methylpropionamido)propyl-trimethoxysilane